(2r,5r)-4-benzyl-5-(chloromethyl)-2-methylpiperazine-1-carboxylic acid tert-butyl ester C(C)(C)(C)OC(=O)N1[C@@H](CN([C@H](C1)CCl)CC1=CC=CC=C1)C